(2-bromo-ethyl)-cyclopropane BrCCC1CC1